bis[(3-(3-aminopropyl)-myristylamino)2-hydroxypropyl]piperazine 4-(ethylsulfonyl)benzyl-(1-hydroxy-7-methyl-1,3-dihydrobenzo[c][1,2]oxaborole-6-carbonyl)-L-valinate C(C)S(=O)(=O)C1=CC=C(CN([C@@H](C(C)C)C(=O)O)C(=O)C=2C=CC3=C(B(OC3)O)C2C)C=C1.NCCCC(CCNCC(CN1CCN(CC1)CC(CNCCC(CCCCCCCCCCC)CCCN)O)O)CCCCCCCCCCC